N-(2-(furan-2-yl)-2-(4-methylpiperidin-1-yl)ethyl)-4-(trifluoromethoxy)benzenesulfonamide O1C(=CC=C1)C(CNS(=O)(=O)C1=CC=C(C=C1)OC(F)(F)F)N1CCC(CC1)C